CN1N=CC2=CC(=CC=C12)C1=CC=C(C=C1)C(N(C(=O)C1CCCCC1)C=1C=C(C=NC1)/C=C/C(=O)OC)[2H] methyl (E)-3-(5-(N-((4-(1-methyl-1H-indazol-5-yl)phenyl)methyl-d)cyclohexanecarboxamido)pyridin-3-yl)acrylate